CC=1N=NC=C(C1[C@H](C)OC=1C=C2C(=NNC2=CC1OC)C=1C=C(C#N)C=C(C1)OC)C (S)-3-(5-(1-(3,5-dimethylpyridazin-4-yl)ethoxy)-6-methoxy-1H-indazol-3-yl)-5-methoxybenzonitrile